C(#N)C(CNC(OC(C)(C)C)=O)C1=CC=C(C=C1)I tert-butyl N-[(1S)-cyano-2-(4-iodophenyl)ethyl]carbamate